ClC=1C=C(C=C(C1)Cl)C1=C(NC(=C1C)C1=CC(=CC=C1)C(C(F)(F)F)=O)C(=O)O 3-(3,5-Dichlorophenyl)-4-methyl-5-(3-(2,2,2-trifluoroacetyl)phenyl)-1H-pyrrole-2-carboxylic acid